N-(2-chloro-3-((3,5-dimethyl-4-oxo-3,4-dihydroquinazolin-6-yl)amino)-4-fluorophenyl)-3-(trifluoromethoxy)azetidine-1-sulfonamide ClC1=C(C=CC(=C1NC=1C(=C2C(N(C=NC2=CC1)C)=O)C)F)NS(=O)(=O)N1CC(C1)OC(F)(F)F